F[Sb-](F)(F)(F)(F)F.C(C1=CC=CC=C1)(=O)C1=CC=C(C=C1)SC1=CC=C(C=C1)[S+](C1=CC=C(C=C1)F)C1=CC=C(C=C1)F 4-[4'-(benzoyl)phenylthio]phenyl-bis(4-fluorophenyl)sulfonium hexafluoroantimonate